CC(C(=O)OCOC=1C(=NC=CC1N)C(N[C@H](C(=O)OC(C(C1=CC=CC=C1)C1=CC=CC=C1)C)C)=O)C [4-amino-2-[[(1S)-1-methyl-2-(1-methyl-2,2-diphenyl-ethoxyl)-2-oxo-ethyl]carbamoyl]-3-pyridyl]oxymethyl 2-methylpropanoate